3-(((4-(2-((6-(4H-1,2,4-triazol-4-yl)-1H-indazol-4-yl)amino)ethoxy)butyl)amino)methyl)-N-methyl-5-(trifluoromethoxy)benzamide N=1N=CN(C1)C1=CC(=C2C=NNC2=C1)NCCOCCCCNCC=1C=C(C(=O)NC)C=C(C1)OC(F)(F)F